4-amino-N-(1,3-dimethylpyrazol-4-yl)-7-fluoro-N-[[2-fluoro-4-(trifluoromethyl)phenyl]methyl]imidazo[1,5-a]quinoxaline-8-carboxamide NC=1C=2N(C3=CC(=C(C=C3N1)F)C(=O)N(CC1=C(C=C(C=C1)C(F)(F)F)F)C=1C(=NN(C1)C)C)C=NC2